C(C)(C)(C)C1=CC=C(C=C1)C1=CCC2=CC=CC=C12 3-(4-tert-butylphenyl)-1H-indene